tert-butyl(2-amino-5-(4-((2-(dimethylamino)ethyl)(methyl)amino) piperidin-1-yl)phenyl)carbamate C(C)(C)(C)OC(NC1=C(C=CC(=C1)N1CCC(CC1)N(C)CCN(C)C)N)=O